NC1=CC=CC(=N1)S(=O)(=O)NC(=O)C=1C(=NC(=CC1)C1=CC(=CC(=C1)OCC(C)C)F)N1CC(CCC1)C(C)C N-[(6-Amino-2-pyridyl)sulfonyl]-6-(3-fluoro-5-isobutoxyphenyl)-2-(3-isopropyl-1-piperidyl)pyridin-3-carboxamid